(R)-4-((1-(3-(difluoromethyl)-2-fluorophenyl)ethyl)amino)-6-nitro-7H-pyrano[2,3-d]pyrimidin-7-one FC(C=1C(=C(C=CC1)[C@@H](C)NC=1C2=C(N=CN1)OC(C(=C2)[N+](=O)[O-])=O)F)F